COC1=NC=CC(=C1N1CCC2(OCCO2)CC1)C 8-(2-Methoxy-4-methyl-pyridin-3-yl)-1,4-dioxa-8-aza-spiro[4.5]decane